(6-(difluoro(1-methyl-1H-pyrrolo[2,3-b]pyridin-6-yl)methyl)-2-azaspiro[3.3]hept-2-yl)((1s,3s)-3-hydroxy-3-methylcyclobutyl)methanone FC(C1CC2(CN(C2)C(=O)C2CC(C2)(C)O)C1)(C1=CC=C2C(=N1)N(C=C2)C)F